[2-(2-{[3-chloro-4'-(trifluoromethyl)[biphenyl]-4-yl]methoxy}phenyl)ethyl]{2-[4-(methoxycarbonyl)phenyl]ethyl amino}-5,6,7,8-tetrahydroquinoline-2-carboxylate ClC=1C=C(C=CC1COC1=C(C=CC=C1)CCC1=C(C(=NC=2CCCCC12)C(=O)[O-])NCCC1=CC=C(C=C1)C(=O)OC)C1=CC=C(C=C1)C(F)(F)F